tetrapropylammonium aminoxid N[O-].C(CC)[N+](CCC)(CCC)CCC